1-(1-((5-(4-(pyridin-3-yl-but-1,3-diyn-1-yl)phenyl)isoxazol-3-yl)methyl)-1H-imidazol-2-yl)ethan-1-ol N1=CC(=CC=C1)C#CC#CC1=CC=C(C=C1)C1=CC(=NO1)CN1C(=NC=C1)C(C)O